C(C)C1=C(C=C2CCN(CC2=C1)C(C(F)(F)F)=O)NC1=NC=C(C(=N1)C1=CC=2C(NCCC2S1)=O)C(F)(F)F 2-(2-((7-Ethyl-2-(2,2,2-trifluoroacetyl)-1,2,3,4-tetrahydroisoquinolin-6-yl)amino)-5-(trifluoromethyl)pyrimidin-4-yl)-6,7-dihydrothieno[3,2-c]pyridin-4(5H)-one